BrC1=C(C(=C(C#N)C(=C1)F)O)CCO 4-bromo-6-fluoro-2-hydroxy-3-(2-hydroxyethyl)benzonitrile